ClC1=NC(=NC(=C1OC1=C(C=CC=C1)OC)Cl)CC1=C(C=CC=C1)C 4,6-Dichloro-5-(2-methoxyphenoxy)-2-(2-methylbenzyl)pyrimidine